FC1(CC(C1)N1N=C(C=CC1=O)C=1C=NN(C1)C1=C(C=C(C=C1)C(CO)S(=O)(=O)N)N1CCC2(CC2)CC1)F (4-(4-(1-(3,3-difluorocyclobutyl)-6-oxo-1,6-dihydropyridazin-3-yl)-1H-pyrazol-1-yl)-3-(6-azaspiro[2.5]octan-6-yl)phenyl)-2-hydroxyethane-1-sulfonamide